Zirconium nitrat [N+](=O)([O-])[O-].[Zr+4].[N+](=O)([O-])[O-].[N+](=O)([O-])[O-].[N+](=O)([O-])[O-]